(6aR,7R,10aS)-4-cyclobutoxy-7,10a-dimethyl-8-oxo-2-(quinolin-4-yl)-5,6,6a,7,8,10a-hexahydrobenzo[h]quinazoline-9-carbonitrile C1(CCC1)OC1=NC(=NC=2[C@]3([C@H](CCC12)[C@H](C(C(=C3)C#N)=O)C)C)C3=CC=NC1=CC=CC=C31